NC1=NC=NC=C1CCC[C@@H](C(=O)OC)NC(=O)OC(C)(C)C methyl (2S)-5-(4-aminopyrimidin-5-yl)-2-{[(tert-butoxy)carbonyl]amino}pentanoate